ClC1=CC(=NC2=NC=C(C=C12)N1C[C@H](N[C@H](C1)C)C)O 4-chloro-6-[(3R,5S)-3,5-dimethylpiperazin-1-yl]-1,8-naphthyridin-2-ol